FC(C(F)(F)F)(O[Si](OC(C(F)(F)F)(F)F)(OC(C(F)(F)F)(F)F)C(C(C(C(C(C(C(C(C(C(C(C(F)(F)F)(F)F)(F)F)(F)F)(F)F)(F)F)(F)F)(F)F)(F)F)(F)F)(F)F)(F)F)F perfluoro-dodecyl-triethoxysilane